(1S,9S)-9-Ethyl-5-fluoro-9-hydroxy-1-(2-hydroxyethoxy)-4-methyl-2,3,12,15-tetrahydrobenzo[de]pyrano[3',4':6,7]indolizino[1,2-b]quinoline-10,13(1H,9H)-dione C(C)[C@]1(C(OCC=2C(N3CC=4C(=NC=5C=C(C(=C6C5C4[C@H](CC6)OCCO)C)F)C3=CC21)=O)=O)O